C1(=CC=CC=C1)S(=O)(=O)O.[N+](=O)([O-])[Na] nitryl-sodium benzenesulfonate